DL-Isoleucine N[C@@H]([C@@H](C)CC)C(=O)O |r|